CN1CC(N(CC1=O)CC(=O)N1C(CCC1)C(=O)N)=O 1-[2-(4-methyl-2,5-dioxopiperazin-1-yl)acetyl]pyrrolidine-2-carboxamide